6-amino-1,3,3-trimethyl-1-(4-aminophenyl)-indan NC1=CC=C2C(CC(C2=C1)(C1=CC=C(C=C1)N)C)(C)C